(1-methyl-3-(2,4,6-trimethoxyphenyl)pyrrolidin-2-yl)acetic acid methyl ester COC(CC1N(CCC1C1=C(C=C(C=C1OC)OC)OC)C)=O